O=C1N(CCC(N1)=O)C1=CC(=C(CN2CCN(CC2)CC2=CC=C(C(=O)NC3=CC(=C(C=C3)C)NC3=NC=CC(=N3)C=3C=NC=CC3)C=C2)C=C1)F 4-((4-(4-(2,4-dioxotetrahydropyrimidin-1(2H)-yl)-2-fluorobenzyl)piperazin-1-yl)methyl)-N-(4-methyl-3-((4-(pyridin-3-yl)pyrimidin-2-yl)amino)phenyl)benzamide